cyclobutyl 2-(4-amino-7-fluoro-1-methyl-1H-pyrazolo[4,3-c]quinoline-8-carbonyl)-2-((5-(trifluoromethyl)pyridin-2-yl)methyl)hydrazine-1-carboxylate NC1=NC=2C=C(C(=CC2C2=C1C=NN2C)C(=O)N(NC(=O)OC2CCC2)CC2=NC=C(C=C2)C(F)(F)F)F